ClC=1C(=NC(=C(C1)Cl)C1=CC2=C(OCO2)C=C1Cl)C(=O)OC Methyl 3,5-dichloro-6-(6-chlorobenzo[d][1,3]dioxol-5-yl)picolinate